4-(7-(3-Aminopiperidin-1-yl)-3-(4-hexylphenyl)-3H-imidazo[4,5-b]pyridin-2-yl)-2-fluorobenzonitrile NC1CN(CCC1)C1=C2C(=NC=C1)N(C(=N2)C2=CC(=C(C#N)C=C2)F)C2=CC=C(C=C2)CCCCCC